FC1=CN=C2N1C=C(C=C2C(=O)OC)CO methyl 3-fluoro-6-(hydroxymethyl)imidazo[1,2-a]pyridine-8-carboxylate